10-iodo-3,5-dimethyl-6,8-dihydro-5H-pyrazolo[4,3-g]pyrimido[4,5-c]isoquinoline IC1=NNC=2C1=CC=1C3=C(N(CC1C2)C)N=C(N=C3)C